ClC=1C=CC(=C(C1)CNC(=O)C=1N=NN(C1)CCCCN1N=NC(=C1)NC(CC1=NC=CC=C1)=O)F N-[(5-chloro-2-fluorophenyl)methyl]-1-(4-{4-[2-(pyridin-2-yl)acetamido]-1H-1,2,3-triazol-1-yl}butyl)-1H-1,2,3-triazole-4-carboxamide